ethyl 2-(3-formyl-5-(4-methoxybenzyl)-4-oxo-4,5-dihydro-1H-pyrrolo[2,3-d]pyridazin-1-yl)propanoate C(=O)C1=CN(C=2C=NN(C(C21)=O)CC2=CC=C(C=C2)OC)C(C(=O)OCC)C